Acetic acid (E)-undec-2-en-5-yn-1-yl ester C(\C=C\CC#CCCCCC)OC(C)=O